7-(6-Chloropyrimidin-4-yl)-3-fluoroimidazo[1,2-a]Pyridine-5,6,8-d3 ClC1=CC(=NC=N1)C1=C(C=2N(C(=C1[2H])[2H])C(=CN2)F)[2H]